1-(3-(4-chloro-3-ethyl-1H-pyrrolo[2,3-b]pyridin-5-yl)phenyl)-4-(2-(((2R,3R,4S,5S,6R)-3,4,5-trihydroxy-6-(hydroxymethyl)tetrahydro-2H-pyran-2-yl)oxy)acetyl)piperazin-2-one ClC1=C2C(=NC=C1C=1C=C(C=CC1)N1C(CN(CC1)C(CO[C@@H]1O[C@@H]([C@H]([C@@H]([C@H]1O)O)O)CO)=O)=O)NC=C2CC